NC1=C(C(=C(C=N1)NC(C(=O)N1C(CCC(C1)C)C1=CC=C(C=C1)O)=O)C)C N-(6-amino-4,5-dimethyl-3-pyridyl)-2-[2-(4-hydroxyphenyl)-5-methyl-1-piperidyl]-2-oxo-acetamide